bis-[(triethoxysilyl) propyl] tetrasulphide C(C)O[Si](OCC)(OCC)CCCSSSSCCC[Si](OCC)(OCC)OCC